3-cyclopropyl-6-fluoro-4-(3-methyl-4-(methylsulfonyl)phenyl)-1H-indazole-5-carboxamide C1(CC1)C1=NNC2=CC(=C(C(=C12)C1=CC(=C(C=C1)S(=O)(=O)C)C)C(=O)N)F